FC=1C=CC(=NC1)C=1C(C(=C(N(C1)C)C)C(=O)N)=O 5-(5-fluoropyridin-2-yl)-1,2-dimethyl-4-oxopyridine-3-carboxamide